Benzyl 2-acetamido-2-deoxy-α-D-glucopyranoside C(C)(=O)N[C@H]1[C@@H](OCC2=CC=CC=C2)O[C@@H]([C@H]([C@@H]1O)O)CO